4-[(1S)-1-(4-{[(1R,5S,6S)-6-(5,5-dimethyl-4,5-dihydro-1,2-oxazol-3-yl)-3-azabicyclo[3.1.0]hex-3-yl]carbonyl}-1H-imidazol-1-yl)ethyl]benzonitrile CC1(CC(=NO1)C1[C@H]2CN(C[C@@H]12)C(=O)C=1N=CN(C1)[C@@H](C)C1=CC=C(C#N)C=C1)C